N1=CCOC2=C1C1=C(C=C2)C=CN=C1 [3H]-pyrido[3,4-f][1,4]benzoxazin